S1C=NC2=C1C=C(C=C2)N2N=C1C(=C(C2=O)C2=CC=C(C=C2)OC(F)F)N(C=C1)CC1CC1 2-(benzo[d]thiazol-6-yl)-5-(cyclopropylmethyl)-4-(4-(difluoromethoxy)phenyl)-2,5-dihydro-3H-pyrrolo[3,2-c]pyridazin-3-one